N1N=CC(=C1)CCNC1=NCN(C(=C1C)C)C(C)C1=NC=C(C=C1)F 4-((2-(1H-pyrazol-4-yl)ethyl)amino)-N-(1-(5-fluoropyridin-2-yl)ethyl)-5,6-dimethylpyrimidine